FC(COC(C(=O)N(C(C)C(C)C)CC1=C(C=CC=C1)C)=O)(F)F.COCC(C(=O)C=1C=C(C=CC1)C)C 3-methoxy-2-methyl-1-(m-tolyl)propan-1-one 2,2,2-trifluoroethyl-2-((2-methylbenzyl)(3-methylbutan-2-yl)amino)-2-oxoacetate